CCC(CC)NC(=O)C1=NNC(=C1)C=1C=C(C=CC1)C=1OC(=CN1)C(=O)N[C@H](C(=O)OC(C)(C)C)C1=CC=CC=C1 (S)-tert-butyl 2-(2-(3-(3-(pentan-3-ylcarbamoyl)-1H-pyrazol-5-yl) phenyl) oxazole-5-carboxamido)-2-phenylacetate